(S)-1-((1R,2R)-2-(hydroxymethyl)cyclobutyl)prop-2-en-1-ol Dimethyl-3,3'-((2-amino-2-((3-methoxy-3-oxopropoxy)methyl)propane-1,3-diyl)bis(oxy))dipropionate CC(C(=O)O)(COCC(COCCC(=O)O)(COCCC(=O)OC)N)C.OC[C@H]1[C@@H](CC1)[C@H](C=C)O